2-methyl-2-[1-(1-methyl-5-morpholino-6-oxo-pyridazin-3-yl)indazol-6-yl]propanenitrile CC(C#N)(C)C1=CC=C2C=NN(C2=C1)C1=NN(C(C(=C1)N1CCOCC1)=O)C